di(1,2,2-trifluoroethyl) ether FC(C(F)F)OC(C(F)F)F